O=C1NC(CCC1N1C(C2=CC=C(C=C2C1=O)C#N)=O)=O 2-(2,6-dioxo-3-piperidyl)-1,3-dioxo-isoindoline-5-carbonitrile